3-[bis[(3-cyanophenyl)methyl]amino]-propanehydroxamic acid C(#N)C=1C=C(C=CC1)CN(CCC(=O)NO)CC1=CC(=CC=C1)C#N